C(C=C)(=O)NCCCCP(=O)=C(O)C[N+](C)(C)C 4-acrylamidobutylphosphorylcholine